N1C=C(C2=CC=CC=C12)C1C(NC(C1)=O)=O 3-(1H-indol-3-yl)pyrrolidine-2,5-dione